BrC1=NN(C=N1)/C=C(/C(=O)N)\C=1C=NC(=NC1)OC (E)-3-(3-bromo-1H-1,2,4-triazol-1-yl)-2-(2-methoxypyrimidin-5-yl)acrylamide